Cl.Cl.NC1=C(C=CC=C1)C=1C=C2C(=NNC2=CC1)C1N(CCC(C1)C(=O)N)C [5-(2-aminophenyl)-1H-indazol-3-yl]-1-methylpiperidine-4-carboxamide dihydrochloride